N-[(6-Amino-2-pyridyl)sulfonyl]-2-(6-azaspiro[2.5]octan-6-yl)-6-(6-isopropoxy-3-pyridyl)pyridin-3-carboxamid NC1=CC=CC(=N1)S(=O)(=O)NC(=O)C=1C(=NC(=CC1)C=1C=NC(=CC1)OC(C)C)N1CCC2(CC2)CC1